3-bromo-2-ethyl-4'-methoxybiphenyl-4-amine BrC=1C(=C(C=CC1N)C1=CC=C(C=C1)OC)CC